OCCC1[C@@H]2CN(C[C@H]12)NC(OCCCC)=O butyl ((1R,5S,6s)-6-(2-hydroxyethyl)-3-azabicyclo[3.1.0]hexan-3-yl)carbamate